NC1=NN2C(C=C(C=C2)C2=C(C=NC(=C2)C#CC)OC[C@H]2OCC[C@@H]2O)=C1 (2R,3S)-2-(((4-(2-aminopyrazolo[1,5-a]pyridin-5-yl)-6-(prop-1-yn-1-yl)pyridin-3-yl)oxy)methyl)tetrahydrofuran-3-ol